N-(cyclopropylsulfonyl)-6-methoxy-5-nitropyridine-2-carboxamide C1(CC1)S(=O)(=O)NC(=O)C1=NC(=C(C=C1)[N+](=O)[O-])OC